OCC1=CC(=NO1)C1=CC=C(C=C1)C1=CC(=CC2=CC(=CC=C12)C1=CC=C(C=C1)C(F)(F)F)C(=O)OCC Ethyl 4-(4-(5-(hydroxymethyl)isoxazol-3-yl)phenyl)-7-(4-(trifluoromethyl)phenyl)-2-naphthoate